CC1CCN(CC1)C1C[C@H]2CC[C@@H](C1)N2S(=O)(=O)C2=CN=C(O2)C2CCOCC2 5-(((1R,3s,5S)-3-(4-Methylpiperidin-1-yl)-8-azabicyclo[3.2.1]octan-8-yl)sulfonyl)-2-(tetrahydro-2H-pyran-4-yl)oxazole